4,5-dibutyl-1,3-bis(trimethylsilyl)-imidazole-2-thione C(CCC)C=1N(C(N(C1CCCC)[Si](C)(C)C)=S)[Si](C)(C)C